(1R,2R,3S,4R,5R)-N-(5,6-dichloropyridin-3-yl)-3-(2-fluoropyridin-4-yl)-5-((2-hydroxyethyl)amino)-7-oxabicyclo[2.2.1]Heptane-2-carboxamide ClC=1C=C(C=NC1Cl)NC(=O)[C@H]1[C@H]2C[C@H]([C@@H]([C@@H]1C1=CC(=NC=C1)F)O2)NCCO